(2R,3R,4R)-5,5-bis(1H-indol-3-yl)pentane-1,2,3,4-tetraol N1C=C(C2=CC=CC=C12)C([C@H]([C@H]([C@@H](CO)O)O)O)C1=CNC2=CC=CC=C12